C(C)N(CCOC1=C(C=C2C(=NC=NC2=C1)C1=CC=C(C=C1)NC(CC1=CC=C(C=C1)C(F)(F)F)=O)OC)CC N-(4-(7-(2-(diethylamino)ethoxy)-6-methoxyquinazolin-4-yl)phenyl)-2-(4-(trifluoromethyl)phenyl)acetamide